C[Si]1(C2=C(C=CC(=C2)N2CCC2)C2(OCC3=CC=CC=C23)C2=C1C=C(C=C2)N2CCC2)C 1,1'-(5,5-dimethyl-3'H,5H-spiro[dibenzo[b,e]siline-10,1'-isobenzofuran]-3,7-diyl)bis(azetidine)